FC=1C=CC(=NC1)C1=NN2C(C(OC(C2([2H])[2H])(C([2H])([2H])[2H])C([2H])([2H])[2H])([2H])[2H])=C1C1=C2C(=NC=C1)NN=C2 2-(5-Fluoropyridin-2-yl)-6,6-bis(methyl-d3)-3-(1H-pyrazolo[3,4-b]pyridin-4-yl)-6,7-dihydro-4H-pyrazolo[5,1-c][1,4]oxazine-4,4,7,7-d4